3-chloro-5-(2-(4-((2-(hexahydropyrrolo[3,4-c]pyrrol-2(1H)-yl)pyrimidin-4-yl)methoxy)phenyl)propan-2-yl)benzonitrile trifluoroacetate FC(C(=O)O)(F)F.ClC=1C=C(C#N)C=C(C1)C(C)(C)C1=CC=C(C=C1)OCC1=NC(=NC=C1)N1CC2CNCC2C1